C/C(=C\\C1=CC=CC=C1)/C=C/C=C/C=C/C=C/C(=C(\\C)/C(=O)OC)/O The molecule is a methyl ester derived from (2Z,4E,6E,8E,10E,12E)-3-hydroxy-2,12-dimethyl-13-phenyltrideca-2,4,6,8,10,12-hexaenoic acid. Originally isolated from Aspergillus niger. It has a role as an Aspergillus metabolite. It is a methyl ester, an enoate ester and an enol.